ClC1=NC=C(C2=CC=C(C=C12)O[C@@H](C(=O)NC)C)C1=C(C=CC=C1)C (R)-2-((1-chloro-4-(o-tolyl)isoquinolin-7-yl)oxy)-N-methylpropanamide